(2S)-2-[[(3R)-5-chloro-8-hydroxy-3-methyl-1-oxo-3,4-dihydroisochromene-7-carbonyl]amino]butanedioic acid ClC1=C2C[C@H](OC(C2=C(C(=C1)C(=O)N[C@H](C(=O)O)CC(=O)O)O)=O)C